Racemic-N,N-diethyl-1-fluoro-8-methyl-7a,8,9,10-tetrahydro-7H-indolo[7,1-fg][1,7]naphthyridine-10-carboxamide C(C)N(C(=O)C1CN(C2CN3C4=C(C2=C1)C(=CC=C4C=C3)F)C)CC